tert-butyl 3-[4-ethoxy-5-(8-fluoro-2-methylimidazo[1,2-a]pyridin-6-ylcarbamoyl) pyrimidin-2-yl]-2,5-dihydro-1H-pyrrole-1-carboxylate C(C)OC1=NC(=NC=C1C(NC=1C=C(C=2N(C1)C=C(N2)C)F)=O)C=2CN(CC2)C(=O)OC(C)(C)C